tert-butyl 4-[[3-amino-5-(2-chloro-6-methyl-phenyl)-7-isoquinolyl]amino]piperidine-1-carboxylate NC=1N=CC2=CC(=CC(=C2C1)C1=C(C=CC=C1C)Cl)NC1CCN(CC1)C(=O)OC(C)(C)C